3-[[4-[(2R)-2-amino-4-methyl-pentoxy]-6-chloro-5-(trifluoromethyl)pyrimidin-2-yl]sulfamoyl]benzoic acid N[C@@H](COC1=NC(=NC(=C1C(F)(F)F)Cl)NS(=O)(=O)C=1C=C(C(=O)O)C=CC1)CC(C)C